7-bromo-2-chloro-6,8-difluoroquinazolin BrC1=C(C=C2C=NC(=NC2=C1F)Cl)F